hexadecyl ((4-nitrophenoxy)(phenoxy)phosphoryl)-L-alaninate [N+](=O)([O-])C1=CC=C(OP(=O)(OC2=CC=CC=C2)N[C@@H](C)C(=O)OCCCCCCCCCCCCCCCC)C=C1